C(CC)P(C=C)(CCC)=O dipropyl-(vinyl)phosphine oxide